8-bromo-2-methyl-3-oxo-3,4-dihydroquinoxaline-6-carboxylic acid ethyl ester C(C)OC(=O)C=1C=C2NC(C(=NC2=C(C1)Br)C)=O